Tert-butyl [6-cyclopropyl-1-(3-methoxy-3-methylbutyl)-1H-pyrazolo[3,4-b]pyrazin-3-yl]carbamate C1(CC1)C1=CN=C2C(=N1)N(N=C2NC(OC(C)(C)C)=O)CCC(C)(C)OC